ClC1=C(C(=O)[O-])C=CC(=N1)C 2-chloro-6-methylnicotinate